O1C=C(C2=C1C=CC=C2)C[C@H](NS(=O)(=O)CC2=NC=CN=C2)B(O)O 2-(benzofuran-3-yl)-1-(R)-((pyrazin-2-yl)methylsulfonylamino)ethylboronic acid